5-norbornene-2,3-dicarboximid C12C3C(C(C=C1)C2)C(NC3=O)=O